tert-butyl N-[(2R)-3-[(4aR,8aS)-3,4,4a,5,6,7,8,8a-octahydro-2H-quinolin-1-yl]-2-[cyclopropyl-[(2,4-dimethoxyphenyl)methyl]amino]-3-oxo-propyl]-N-methyl-carbamate N1(CCC[C@H]2CCCC[C@H]12)C([C@@H](CN(C(OC(C)(C)C)=O)C)N(CC1=C(C=C(C=C1)OC)OC)C1CC1)=O